N1(C=NC2=C1C=CC=C2)[C@H]2CN1C(N=C(C3=CC(=C(C(=C13)SC2)Cl)C(F)(F)F)O)=O (S)-3-(1H-benzo[d]imidazol-1-yl)-11-chloro-8-hydroxy-10-(trifluoromethyl)-3,4-dihydro-[1,4]thiazepino[2,3,4-ij]quinazolin-6(2H)-one